[3-fluoro-5-(1,1,2,2,3,3,3-heptafluoropropyl)-2-pyridyl]-2-[1-(3-hydroxypropyl)tetrazol-5-yl]sulfanyl-3-methyl-5-nitro-benzamide FC=1C(=NC=C(C1)C(C(C(F)(F)F)(F)F)(F)F)C1=C(C(=C(C(=O)N)C=C1[N+](=O)[O-])SC1=NN=NN1CCCO)C